OC[C@H](C1=CC=CC=C1)NC1=CC(=NC=C1C=1OC(=NN1)C)NC=1C=C2C(NC(C2=CC1)=O)C 5-((4-(((S)-2-hydroxy-1-phenylethyl)amino)-5-(5-methyl-1,3,4-oxadiazol-2-yl)pyridin-2-yl)amino)-3-methylisoindolin-1-one